COC1=C(C=C(C=C1)NC(=O)C1=CC2=C(S1)C=CC=C2C=2C=C1C(=NC2)NC=C1)C(=O)N1CCCCC1 N-(4-methoxy-3-(piperidine-1-carbonyl)phenyl)-4-(1H-pyrrolo[2,3-b]pyridin-5-yl)benzo[b]thiophene-2-carboxamide